C1(CC1)C=1C=NN(C1CO[C@H]1[C@@H]2CN([C@H](C1)C2)C2=CC(=C(C(=O)O)C=C2)F)C2=C(C=CC=C2Cl)Cl 4-[(1S,4S,5R)-5-[[4-cyclopropyl-1-(2,6-dichlorophenyl)-1H-pyrazol-5-yl]methoxy]-2-azabicyclo[2.2.1]heptan-2-yl]-2-fluorobenzoic acid